CC1=C(C=C(C(=C1C)O)C)C1=C(C(=C(C(=C1)C)O)C)C 2,2',3,3',5,5'-Hexamethyl-[1,1'-biphenyl]-4,4'-diol